[(2S,4S,5S)-1-(2,4-dichlorophenyl)-5-hydroxy-2,6,6-trimethylheptan-4-yl]-2,4-dihydro-3H-1,2,4-triazol-3-thione ClC1=C(C=CC(=C1)Cl)C[C@@H](C[C@@H]([C@H](C(C)(C)C)O)N1N=CNC1=S)C